ClC1=C(C=CC=C1)S(=O)(=O)NC1=NC(=C(C=C1)C=1C=C2C=NC(=NC2=C(C1)CC)NC1CCC(CC1)NC)C 2-chloro-N-(5-(8-ethyl-2-(((1r,4r)-4-(methyl-amino)cyclohexyl)amino)quinazolin-6-yl)-6-methylpyridin-2-yl)benzenesulfonamide